7-bromo-1-(2-fluoroethyl)-4-methoxy-2H-[1,2,3]Triazolo[4,5-c]Pyridine BrC=1C2=C(C(=NC1)OC)NNN2CCF